FC1=CC=2N(C=C1)C(=CN2)C2=C1CNC(C1=C(C=C2)NC2=CC=C1C(=N2)CN(C12CCOCC2)C2COCC2)=O 4-(7-fluoroimidazo[1,2-a]pyridin-3-yl)-7-((6'-(tetrahydrofuran-3-yl)-2,3,5,6,6',7'-hexahydrospiro[pyran-4,5'-pyrrolo[3,4-b]pyridin]-2'-yl)amino)isoindolin-1-one